C1(CCCCC1)OC=1C=C(C=C2C(=NC(=NC12)NC)C)C=1C=C(C(=NC1)OC)C=1C(=C(C=CC1F)S(=O)(=O)N)F (5-(8-(cyclohexyloxy)-4-methyl-2-(methylamino)quinazolin-6-yl)-2-methoxypyridin-3-yl)-2,4-difluorobenzenesulfonamide